ClC=1C=C(CC=2C=CC(=NC2)C=2C(=NN(C(C2)=O)C)C(=O)N)C=CC1F (5-(3-chloro-4-fluorobenzyl)pyridin-2-yl)-1-methyl-6-oxo-1,6-dihydropyridazine-3-carboxamide